N-(2-fluorobiphenyl-4-yl)-4-(2-methyl-6,7-dihydropyrazolo[1,5-a]pyrimidin-4(5H)-yl)-4-oxobutanamide FC1=C(C=CC(=C1)NC(CCC(=O)N1C=2N(CCC1)N=C(C2)C)=O)C2=CC=CC=C2